BrC=1C=C(C=C(C1)Br)N1[C@@H](COCC1)C (3R)-4-(3,5-dibromophenyl)-3-methylmorpholine